1-[1-(4-chlorophenyl)-5-oxopyrrolidin-3-yl]-3-(2,5-difluorophenyl)urea ClC1=CC=C(C=C1)N1CC(CC1=O)NC(=O)NC1=C(C=CC(=C1)F)F